(3,5-bis(trifluoromethyl)phenyl)borane FC(C=1C=C(C=C(C1)C(F)(F)F)B)(F)F